C(C)(=O)N1CC(C1)N1C(C2=CC(=C(C=C2C1=O)N)C)=O 2-(1-acetylazetidin-3-yl)-5-amino-6-methylisoindoline-1,3-dione